(S)-Methyl 2-(m-tolyloxy)propanoate C1(=CC(=CC=C1)O[C@H](C(=O)OC)C)C